COCCCOC=1N=CC(=NC1)C=1C=C(C=CC1)C(C)(C)NC(OC1CCN2CCC1CC2)=O 1-Azabicyclo[3.2.2]nonan-4-yl (2-(3-(5-(3-methoxypropoxy)pyrazin-2-yl)phenyl)propan-2-yl)carbamate